1,4-di(hydroxymethyl)benzene OCC1=CC=C(C=C1)CO